4-bromo-2,6-dimethylbenzyl-1-methyl-1H-pyrazol-4-amine BrC1=CC(=C(CC2=NN(C=C2N)C)C(=C1)C)C